(11Z)-hexadecene C=CCCCCCCCCCCCCCC